C(#N)C(C)(C)C=1C=CC=2N(C1)N=CC2C2=CC(=C(C(=O)NC1CC1)C(=C2)OC)F 4-[6-(1-Cyano-1-methyl-ethyl)pyrazolo[1,5-a]pyridin-3-yl]-N-cyclopropyl-2-fluoro-6-methoxy-benzamide